C(C=1C(C(=O)O)=CC=CC1)(=O)O.C1=CC=C(C=C1)C1=CC=CC=C1 4,4'-biphenyl phthalate